NC=1C(=NC(=CN1)C1=CC=C(C=C1)N1[C@@H](COCC1)C)C=1C=C2CCNC(C2=CC1)=O (R)-6-(3-amino-6-(4-(3-methylmorpholino)phenyl)pyrazin-2-yl)-3,4-dihydroisoquinolin-1(2H)-one